1-[3-[4-(3,4-Dichloro-2-fluoro-anilino)quinazolin-6-yl]pyrrolidin-1-yl]prop-2-en-1-one ClC=1C(=C(NC2=NC=NC3=CC=C(C=C23)C2CN(CC2)C(C=C)=O)C=CC1Cl)F